hexylglycerol distearate C(CCCCCCCCCCCCCCCCC)(=O)OC(C(OC(CCCCCCCCCCCCCCCCC)=O)CO)CCCCCC